FC1=C(C(=O)OC)C=CC(=C1)C=1NC=C(N1)C(F)(F)F methyl 2-fluoro-4-[4-(trifluoromethyl)-1H-imidazol-2-yl]benzoate